C1(=CC=CC=C1)C1=CC=C(S1)C1=C(C=C(C=C1)O)O 4-(5-phenylthiophen-2-yl)benzene-1,3-diol